6-[7-amino-2-(2-carbamoyl-2-methylideneethyl)-1-oxo-2,3-dihydro-1H-isoindol-4-yl]-N-[2-(dimethylamino)ethyl]-1-methyl-1H-indazole-4-carboxamide NC=1C=CC(=C2CN(C(C12)=O)CC(=C)C(N)=O)C=1C=C(C=2C=NN(C2C1)C)C(=O)NCCN(C)C